C(C1=CC=C(C(=O)F)C=C1)(=O)F terephthalic acid fluoride